N1N(NC2=C1C=CC=C2)C2N=C(OC2)C2=CC=CC=C2 4-(1H-benzo[d][1,2,3]triazol-2-yl)-2-phenyl-4,5-dihydro-oxazole